2-(2,4-dichlorophenoxy)-N-pyridazin-4-yl-5-(trifluoromethyl)pyridine-3-carboxamide ClC1=C(OC2=NC=C(C=C2C(=O)NC2=CN=NC=C2)C(F)(F)F)C=CC(=C1)Cl